tris-dibenzylideneacetone dipalladium [Pd].[Pd].C(C1=CC=CC=C1)=CC(=O)C=CC1=CC=CC=C1.C(C1=CC=CC=C1)=CC(=O)C=CC1=CC=CC=C1.C(C1=CC=CC=C1)=CC(=O)C=CC1=CC=CC=C1